ClC=1C=C(C(=NC1)N1C(C(N(C(C1)=O)CC1=CC=C(C=C1)C(F)F)C12CC(C1)(C2)C(=O)OC)=O)F methyl 3-(4-(5-chloro-3-fluoropyridin-2-yl)-1-(4-(difluoromethyl)benzyl)-3,6-dioxopiperazin-2-yl)bicyclo[1.1.1]pentane-1-carboxylate